C(C)(C)NC=1C(=NC=CN1)C(=O)N (isopropylamino)pyrazine-2-carboxamide